2,2-Bis(hept-6-en-1-yl)malonic acid C(CCCCC=C)C(C(=O)O)(C(=O)O)CCCCCC=C